BrC1=CC(=CC=2C=3N(C=4N(C12)C=NC4C=C)C=NN3)C 9-bromo-11-methyl-5-vinylimidazo[1,5-a][1,2,4]triazolo[4,3-c]quinazoline